CN1N=NC(=C1C)C=1C=2N(N=C(C1)N1[C@@H](COCC1)C)C(=NC2)C2=CC=NN2 (R)-4-(4-(1,5-dimethyl-1H-1,2,3-triazol-4-yl)-7-(1H-pyrazol-5-yl)imidazo[1,5-b]pyridazin-2-yl)-3-methylmorpholine